C(C)(C)(C)OC(=O)N1CC(CCC1)CCN1C2=CC=CC=C2SC=2C=CC(=CC12)Cl 3-(2-(2-chloro-10H-phenothiazin-10-yl)ethyl)piperidine-1-carboxylic acid tert-butyl ester